2-[1-[3-cyano-6-[1-(1-cyano-4-piperidyl)-5-methyl-triazol-4-yl]pyrazolo[1,5-a]pyridin-4-yl]oxyethyl]-N,N-dimethyl-benzamide C(#N)C=1C=NN2C1C(=CC(=C2)C=2N=NN(C2C)C2CCN(CC2)C#N)OC(C)C2=C(C(=O)N(C)C)C=CC=C2